C(C)OC(=C)C1=NC=CC(=N1)COC1=CC=C(C=C1)C(CC)(CC)C1=CC=C(OCCCNC(OC(C)(C)C)=O)C=C1 tert-butyl (3-(4-(3-(4-((2-(1-ethoxyvinyl)pyrimidin-4-yl)methoxy) phenyl)pentan-3-yl)phenoxy)propyl)carbamate